C(CCCCCCCCCCCCCCC)(=O)C(CC)(O)O 1-palmitoyl-propanediol